(E)-1,2-bis(2,2'-bithiophene-5-yl) ethylene tert-butyl (S)-3-(3-(5-(6-bromopicolinamido)pyridin-2-yl)-1,2,4-oxadiazol-5-yl)piperidine-1-carboxylate BrC1=CC=CC(=N1)C(=O)NC=1C=CC(=NC1)C1=NOC(=N1)[C@@H]1CN(CCC1)C(=O)OC(C)(C)C.S1C(=CC=C1\C=C\C1=CC=C(S1)C=1SC=CC1)C=1SC=CC1